C\C(=C(/C(=O)O)\C)\C(=O)O.C(C(=C)C)(=O)OC=C vinyl methacrylate Dimethyl-fumarate